4-((3-isopropyl-4-fluorophenyl)amino)-6-acetamido-1H-indole-2-carboxylic acid C(C)(C)C=1C=C(C=CC1F)NC1=C2C=C(NC2=CC(=C1)NC(C)=O)C(=O)O